Naphthalenediamide diimide C=1(C(=CC=C2C=CC=CC12)C(N)=N)C(N)=N